C(C)OC(C(C(C1=CC=C(C=C1)F)N1C[C@@H](N(C[C@H]1C)C(=O)OC(C)(C)C)C)(F)F)=O tert-butyl (2S,5R)-4-(3-ethoxy-2,2-difluoro-1-(4-fluorophenyl)-3-oxopropyl)-2,5-dimethylpiperazine-1-carboxylate